1-(±)-Ethyl 2-[3-[3-[(4,5-dichloro-1-methyl-indole-2-carbonyl)amino]tetrahydrofuran-3-yl]phenyl]acetate ClC1=C2C=C(N(C2=CC=C1Cl)C)C(=O)N[C@@]1(COCC1)C=1C=C(C=CC1)CC(=O)OCC |r|